sulforicinoleate S(=O)(=O)(O)C(C(=O)[O-])CCCCCC\C=C/C[C@H](O)CCCCCC